diphenylsulfide tetrakis(pentafluorophenyl)borate FC1=C(C(=C(C(=C1[B-](C1=C(C(=C(C(=C1F)F)F)F)F)(C1=C(C(=C(C(=C1F)F)F)F)F)C1=C(C(=C(C(=C1F)F)F)F)F)F)F)F)F.C1(=CC=CC=C1)SC1=CC=CC=C1